4-[[2-[(2-bromo-3,4,5,6-tetrafluoro-phenyl)sulfonyl-[(2-chloro-4-fluoro-phenyl)methyl]amino]acetyl]-[(3,5-dicyclopropylphenyl)methyl]amino]-3-(cyclopropoxy)benzoic acid BrC1=C(C(=C(C(=C1F)F)F)F)S(=O)(=O)N(CC(=O)N(C1=C(C=C(C(=O)O)C=C1)OC1CC1)CC1=CC(=CC(=C1)C1CC1)C1CC1)CC1=C(C=C(C=C1)F)Cl